2,2-Difluoro-3,3-bis(trifluoromethyl)-thiirane FC1(SC1(C(F)(F)F)C(F)(F)F)F